C(C)OC(C(CC(C)C)C(NC1=CC(=CC=C1)CN=[N+]=[N-])=O)=O.C1(CCCCC1)S(=O)(=O)C(=[N+]=[N-])S(=O)(=O)C1=CC=C(C=C1)F cyclohexylsulfonyl-(4-fluorophenylsulfonyl)diazomethane Ethyl-2-[[3-(azidomethyl)phenyl]carbamoyl]-4-methyl-pentanoate